4-(5,6,7,8-tetrahydroquinolin-2-yl)-1H-1,2,3-triazole N1=C(C=CC=2CCCCC12)C=1N=NNC1